Calcium sulfit S(=O)([O-])[O-].[Ca+2]